ClC1=C(C=C(C=2N1C=NC2)C2CC2)Cl 5,6-dichloro-8-cyclopropylimidazo[1,5-a]pyridine